OC[C@H](OC1OCCCC1)[C@H]1N(CCC1)C(=O)OC(C)(C)C tertbutyl (2S)-2-((1R)-2-hydroxy-1-((tetrahydro-2H-pyran-2-yl)oxy)ethyl)pyrrolidine-1-carboxylate